(5S)-2-[(R)-difluoromethylsulfinyl]-5-(3,5-difluorophenyl)-6,7-dihydro-5H-pyrrolo[1,2-b][1,2,4]triazole FC([S@](=O)C=1N=C2N(N1)[C@@H](CC2)C2=CC(=CC(=C2)F)F)F